S(N)(OC1=CC=C2C(=C1)C(N(C(C21CCNCC1)=O)CC=1NCCN1)C1CCC(CC1)C(C)C)(=O)=O 2-((4,5-dihydro-1H-imidazol-2-yl)methyl)-1-((1s,4s)-4-isopropylcyclohexyl)-3-oxo-2,3-dihydro-1H-spiro[isoquinoline-4,4-piperidin]-7-yl sulfamate